FC(CC1=CC2=C(N=C(N=C2)S(=O)(=O)C)N(C1=O)C)F 6-(2,2-difluoroethyl)-8-methyl-2-(methylsulfonyl)pyrido[2,3-d]pyrimidin-7(8H)-one